N[C@@H](C(=O)O)CC(=O)C1=C(C=CC(=C1)SC)N (R)-2-amino-4-(2-amino-5-(methylthio)phenyl)-4-oxobutanoic acid